pentoxymelamine C(CCCC)ONC1=NC(=NC(=N1)N)N